C1=NN=CC2=C1C=C(N=C2)N pyrido[4,3-d]pyridazin-7-amine